(+)-5-[3-Oxo-3-[rac-(3aS,6aS)-2-[[2-fluoro-4-(trifluoromethyl)phenyl]methyl]-1,3,3a,4,6,6a-hexahydropyrrolo[3,4-c]pyrrol-5-yl]propyl]pyrrolidin-2-one O=C(CCC1CCC(N1)=O)N1C[C@H]2[C@H](C1)CN(C2)CC2=C(C=C(C=C2)C(F)(F)F)F |r|